CN1N=NC(=C1NC(O[C@H](C)C=1C(=NC=CC1)Cl)=O)C1=NC=C(C=C1)NC(=O)C=1C=NC(=NC1)C(F)(F)F (R)-1-(2-chloropyridin-3-yl)ethyl (1-methyl-4-(5-(2-(trifluoromethyl) pyrimidine-5-carboxamido) pyridin-2-yl)-1H-1,2,3-triazol-5-yl)carbamate